2-(5-(2-((2,3-dihydro-1H-inden-2-yl)amino)oxazol-4-yl)-1,3,4-oxadiazol-2-yl)-1-(1,4,6,7-tetrahydro-5H-[1,2,3]triazolo[4,5-c]pyridin-5-yl)ethan-1-one C1C(CC2=CC=CC=C12)NC=1OC=C(N1)C1=NN=C(O1)CC(=O)N1CC2=C(CC1)NN=N2